C(C=C)N(CCC1=CNC2=CC=CC(=C12)OC(CCC)=O)CC butyric acid 3-(2-(allyl (ethyl) amino) ethyl)-1H-indol-4-yl ester